tert-butyl (2R,5S)-5-(2-hydroxyethyl)-2-methyl-4-(4-methyl-5-oxo-2-(tetrahydro-2H-pyran-2-yl)-4,5-dihydro-2H-pyrazolo[4,3-b]pyridin-7-yl)piperazine-1-carboxylate OCC[C@@H]1N(C[C@H](N(C1)C(=O)OC(C)(C)C)C)C=1C=2C(N(C(C1)=O)C)=CN(N2)C2OCCCC2